FC1=CC=CC=2N(C=NC21)CC2OCC2 4-fluoro-1-(oxetan-2-ylmethyl)-1H-benzo[d]imidazole